Didysprosium triselenide [Se-2].[Se-2].[Se-2].[Dy+3].[Dy+3]